(R)-3-((1-(2-cyano-3-(4,4-difluoropiperidin-1-yl)-7-methylquinoxalin-5-yl)ethyl)amino)thiophene-2-carboxylic acid C(#N)C1=NC2=CC(=CC(=C2N=C1N1CCC(CC1)(F)F)[C@@H](C)NC1=C(SC=C1)C(=O)O)C